OC(C)(C)C1=CN=C(S1)S(=O)(N)=NC(NC1=C2CCC(C2=CC=2CCCC12)=O)=O 5-(2-Hydroxypropan-2-yl)-N'-((1-oxo-1,2,3,5,6,7-hexahydro-s-indacen-4-yl)carbamoyl)thiazole-2-sulfonimidamide